OC(COC1=CC=CC=2C=3N(C(=NC12)NC=1C(N=CC=CC1)=O)N=C(N3)C3=CC=C(C=C3)OC)(C)C (3R)-3-{[7-(2-hydroxy-2-methylpropoxy)-2-(4-methoxyphenyl)[1,2,4]triazolo[1,5-c]quinazolin-5-yl]amino}azepin-2-one